FC(C=1C=C(C=CC1F)C=1C=C2C(=NC1)C=NN2CC=2N=C(SC2)C)F 4-[[6-[3-(Difluoromethyl)-4-fluoro-phenyl]pyrazolo[4,3-b]pyridin-1-yl]methyl]-2-methyl-thiazole